ClC=1C=C(C=CC1)N[C@@H](C)C(=O)N1[C@H]2CC([C@@H]([C@H]1C(=O)N[C@H](C[C@H]1C(NCCC1)=O)C#N)CC2)(F)F (1R,3S,4R)-2-((3-chlorophenyl)-L-alanyl)-N-((R)-1-cyano-2-((S)-2-oxopiperidin-3-yl)ethyl)-5,5-difluoro-2-azabicyclo[2.2.2]octane-3-carboxamide